3-(((3-chloro-1-(5-(1-ethyl-6,6-dimethyl-4,5,6,7-tetrahydro-1H-indazol-3-yl)-1,2,4-oxadiazol-3-yl)-1H-indol-5-yl)methyl)amino)propanoic acid ClC1=CN(C2=CC=C(C=C12)CNCCC(=O)O)C1=NOC(=N1)C1=NN(C=2CC(CCC12)(C)C)CC